2-(4-((4-(3-isopropyl-4-(trifluoromethyl)benzyl)piperazin-1-yl)methyl)-2,6-dimethylphenoxy)-2-methylpropanoic acid C(C)(C)C=1C=C(CN2CCN(CC2)CC2=CC(=C(OC(C(=O)O)(C)C)C(=C2)C)C)C=CC1C(F)(F)F